N-(2-fluoro-5-(trifluoromethyl)benzyl)-2-methoxynicotinamide-d3 FC1=C(CNC(C2=C(N=C(C(=C2[2H])[2H])[2H])OC)=O)C=C(C=C1)C(F)(F)F